ethyl 6-((1-(cyclopropylsulfonyl)cyclopropyl)methyl)-1-methyl-7-oxo-6,7-dihydro-1H-pyrazolo[3,4-c]pyridine-3-carboxylate C1(CC1)S(=O)(=O)C1(CC1)CN1C(C2=C(C=C1)C(=NN2C)C(=O)OCC)=O